COC1=C(C=C(C=N1)OC1CCN(CC1)C=1C(=CC=2N(N1)C(C=CN2)=O)C)C 7-(4-((6-methoxy-5-methylpyridin-3-yl)oxy)piperidin-1-yl)-8-methyl-4H-pyrimido[1,2-b]pyridazin-4-one